N1(CCC1)C=1C=C(C=CC1)C1=CC=C(C=C1)OC 3'-(azetidin-1-yl)-4-methoxy-[1,1'-biphenyl]